iron phosphaphenanthrene P1=CC=CC=2C3=CC=CC=C3C=CC12.[Fe]